BrC=1C=C(C=CC1)[C@H]1CC(CC1)O (3R)-3-(3-bromophenyl)cyclopentan-1-ol